C1=CC=CC=2C3=CC=CC=C3C(C12)COC(=O)N[C@H](C(=O)O)CCC(=O)N1CCN(CC1)C(=O)OC(C)(C)C (S)-2-((((9H-fluoren-9-yl)methoxy)carbonyl)amino)-5-(4-(tert-butoxycarbonyl)piperazin-1-yl)-5-oxopentanoic acid